NC=1C=C(C(=O)N[C@@H]2[C@H](CCCC2)O)C=CC1C 3-amino-N-[(1S,2S)-2-hydroxycyclohexyl]-4-methylbenzamide